1-(Cyanomethyl)-1H-imidazole triflate OS(=O)(=O)C(F)(F)F.C(#N)CN1C=NC=C1